3-(1,2,3,5,6,7-hexahydro-s-indacen-4-yl)-1-{[1-(2-methoxyethyl)-1H-pyrazol-4-yl](1-methylpiperidin-4-yl)sulfamoyl}urea Sodium Salt [Na].C1CCC2=C(C=3CCCC3C=C12)NC(NS(N(C1CCN(CC1)C)C=1C=NN(C1)CCOC)(=O)=O)=O